COC=1C=C2N(C(C(N(C2=CC1)C1CCN(CC1)C1=NC=C(C=N1)C#N)=O)=O)C 2-(4-(6-methoxy-4-methyl-2,3-dioxo-3,4-dihydroquinoxalin-1(2H)-yl)piperidin-1-yl)pyrimidine-5-carbonitrile